3-(5-((4-(4-(1,2-bis(4-hydroxyphenyl)but-1-en-1-yl)phenyl)piperazin-1-yl)methyl)-4-bromo-1-oxoisoindolin-2-yl)piperidine-2,6-dione OC1=CC=C(C=C1)C(=C(CC)C1=CC=C(C=C1)O)C1=CC=C(C=C1)N1CCN(CC1)CC=1C(=C2CN(C(C2=CC1)=O)C1C(NC(CC1)=O)=O)Br